OC1(C[C@@]2(C3=CC=CC=C13)CC(CCC2)=O)C(F)(F)F (1R)-3'-hydroxy-3'-(trifluoromethyl)-2',3'-dihydrospiro[cyclohexane-1,1'-inden]-3-one